N1=NC(=CC2=C1C1=C(CCC2)C=CC=C1)N1N=C(N=C1N)NC1=CC=C(C=C1)N1C(CN(CC1)C1CCCC1)C 1-(6,7-dihydro-5H-benzo[6,7]cyclohepta[1,2-c]pyridazin-3-yl)-N3-(4-(4-cyclopentyl-2-methylpiperazin-1-yl)phenyl)-1H-1,2,4-triazole-3,5-diamine